C(C)(=O)NCCCC[C@@H](C(=O)O)NC(=O)OC(C)(C)C (S)-6-acetamido-2-((tert-butoxycarbonyl)amino)hexanoic acid